3-(2-methoxyacetyl)-2,4-dioxopiperidine-1-carboxylic acid tert-butyl ester C(C)(C)(C)OC(=O)N1C(C(C(CC1)=O)C(COC)=O)=O